5-((3-amino-1,1-difluoropropan-2-yl)oxy)-N-(5-fluoroquinolin-6-yl)-7-(1-methyl-1H-pyrazol-4-yl)quinazolin-4-amine NCC(C(F)F)OC1=C2C(=NC=NC2=CC(=C1)C=1C=NN(C1)C)NC=1C(=C2C=CC=NC2=CC1)F